(+/-)-2-[5-(aminomethyl)-1,3,4-oxadiazol-2-yl]-N-[(3R,4S)-3-fluoro-1-methylpiperidin-4-yl]-1-(2,2,2-trifluoroethyl)-1H-indol-4-amine NCC1=NN=C(O1)C=1N(C=2C=CC=C(C2C1)N[C@@H]1[C@@H](CN(CC1)C)F)CC(F)(F)F |r|